2-(1-carboxy-1-methylethylsulfanylthiocarbonyl-sulfanyl)-2-methylpropionic acid C(=O)(O)C(C)(C)SC(=S)SC(C(=O)O)(C)C